C1=C2C=CC3=C4C(=CC5=CC=C(C=C1)C2=C53)C=CC=C4 benzo(b)pyrene